COC(=O)C1=CC=C(C=C1)[C@H](C)NC(=O)[C@@H]1N(CCC1)C(=O)OC(C)(C)C tert-butyl (2R)-2-[[(1S)-1-(4-methoxycarbonylphenyl)ethyl]carbamoyl]pyrrolidine-1-carboxylate